C1(=CC=CC=C1)NC(=O)C1=CC=C(O1)C=1C=C(OC2CCN(CC2)C(=O)OC(C)(C)C)C=CC1 tert-Butyl 4-(3-(5-(Phenylcarbamoyl)furan-2-yl)phenoxy)piperidine-1-carboxylate